C(C)(C)(C)C1=CC(=NC=C1)N1C2=CC(=CC=C2C=2C3=C(C=CC12)C1=C(O3)C=CC=C1)OC1=CC(=CC=C1)Cl 5-(4-(tert-Butyl)pyridin-2-yl)-3-(3-chlorophenoxy)-5H-benzofuro[3,2-c]carbazole